[Br-].C[S+](CC#C)C dimethyl-(prop-2-yn-1-yl)sulfonium bromide salt